CC(C(=O)O)CCN alpha-methyl-gamma-aminobutyric acid